COC1=C(C=CC=C1)SC1=[N+](C=CC=C1)[O-] 2-(2-methoxyphenylthio)pyridine-N-oxide